C(C)C=1C=2C3=CN=C(C(O[C@@H](C4=CC(=CC=C4C4=CN(N=C4CC2ON1)C)F)C)=C3)N (19R)-3-ethyl-16-fluoro-10,19-dimethyl-5,20-dioxa-4,9,10,23-tetraazapentacyclo[19.3.1.02,6.08,12.013,18]pentacosa-1(24),2(6),3,8,11,13,15,17,21(25),22-decaen-22-amine